C(C)(C)(C)OC(=O)N1CCOC2(C1)CCN(CC2)CCOC2CC(C2)OC2=NC=C(C=C2)Br 9-[2-[3-[(5-bromo-2-pyridinyl)oxy]cyclobutoxy]ethyl]-1-oxa-4,9-diazaspiro[5.5]undecane-4-carboxylic acid tert-butyl ester